FC1=C(C=CC=C1)N1CC(CC1)C=O 1-(2-fluorophenyl)pyrrolidine-3-carbaldehyde